(4-amino-7-(4-methyloxazol-5-yl)-2-((6-methylpyridin-2-yl)methyl)-2H-[1,2,3]triazolo[4,5-c]pyridin-6-yl)benzonitrile NC1=NC(=C(C=2C1=NN(N2)CC2=NC(=CC=C2)C)C2=C(N=CO2)C)C2=C(C#N)C=CC=C2